C1(=CC=C(\C=C\C)C=C1)OC E-Anethol